tert-butyl (7-(4-amino-2-chlorophenyl)-7-azaspiro[3.5]nonan-2-yl)carbamate NC1=CC(=C(C=C1)N1CCC2(CC(C2)NC(OC(C)(C)C)=O)CC1)Cl